6-chloro-3-(2-chloro-3-((N-methylsulfamoyl)amino)benzyl)-4-((ethyl(methyl)amino)methyl)-2-oxo-2H-chromen-7-yl dimethylcarbamate CN(C(OC1=C(C=C2C(=C(C(OC2=C1)=O)CC1=C(C(=CC=C1)NS(NC)(=O)=O)Cl)CN(C)CC)Cl)=O)C